N-(pyridin-4-yl)pivalamide tert-butyl-4-{5-[5-(4-morpholino-1-{[2-(trimethylsilyl)ethoxy]methyl}-1H-1,5,7-triazainden-2-yl)-2-pyrazinylamino]-2-pyrazinyl}-1-piperazinecarboxylate C(C)(C)(C)OC(=O)N1CCN(CC1)C1=NC=C(N=C1)NC1=NC=C(N=C1)C=1N(C2=NC=NC(=C2C1)N1CCOCC1)COCC[Si](C)(C)C.N1=CC=C(C=C1)NC(C(C)(C)C)=O